[N-](C#N)C#N.C(C)N1C(=[NH+]C=C1)C 1-ethyl-2-methylimidazolium dicyanamide salt